3-((4-(2-((1-Benzylpiperidin-4-yl)methyl)-1-oxo-2,3-dihydro-1H-inden-5-yl)piperidin-1-yl)methyl)-1H-indole-5-carbonitrile C(C1=CC=CC=C1)N1CCC(CC1)CC1C(C2=CC=C(C=C2C1)C1CCN(CC1)CC1=CNC2=CC=C(C=C12)C#N)=O